N2-(4-chlorophenyl)-N-{4-[2-(3,4-dichlorophenoxy)acetamido]-bicyclo[2.1.1]hexan-1-yl}-N2-methylglycinamide ClC1=CC=C(C=C1)N(CC(=O)NC12CCC(C1)(C2)NC(COC2=CC(=C(C=C2)Cl)Cl)=O)C